4-amino-9,9-spirobifluorene NC1=CC=CC=2C3(C4=CC=CC=C4C12)C1=CC=CC=C1C=1C=CC=CC13